3-{4-[(5-chloro-2-methoxyphenyl)sulfamoyl]phenyl}-1-(pyridin-3-ylmethyl)urea ClC=1C=CC(=C(C1)NS(=O)(=O)C1=CC=C(C=C1)NC(NCC=1C=NC=CC1)=O)OC